O1C(OCC1)C1=C(C=C(C(=O)O)C=C1)NC(C)=O 4-(1,3-dioxolan-2-yl)-3-acetamidobenzoic acid